6-fluoroquinazoline-2,5-diamine FC1=C(C=2C=NC(=NC2C=C1)N)N